COC1=CC=C(C=C1)C1=NOC(=N1)N1CCC(CC1)C(=O)NCC1CN(CC1)CC1=NC=CC(=C1)C 1-(3-(4-Methoxyphenyl)-1,2,4-oxadiazol-5-yl)-N-((1-((4-Methylpyridin-2-yl)methyl)pyrrolidin-3-yl)methyl)piperidin-4-carboxamid